Phosphat Kalium [K+].P(=O)([O-])([O-])[O-].[K+].[K+]